(4-hydroxybutyl-4,4-d2)piperidine-1-carboxylic acid tert-butyl ester C(C)(C)(C)OC(=O)N1C(CCCC1)CCCC([2H])([2H])O